methyl (3-bromo-4-cyanophenyl)acetate BrC=1C=C(C=CC1C#N)CC(=O)OC